CC1=C(C(C(=C(C1=O)C)C)=O)CCC(=O)O 3-(2,4,5-trimethyl-3,6-dioxocyclohex-1,4-dien-1-yl)propanoic acid